BrC1=C(SC=2C1=NC(=CC2NCC=2SC=CC2)Cl)C2C(CCCCC2)[N+](=O)[O-] 3-Bromo-5-chloro-2-(2-nitrocycloheptyl)-N-(thiophen-2-ylmethyl)thieno[3,2-b]pyridin-7-amine